3-(Cyclopent-1-en-1-yl)-5-ethynyl-2-methylpyrazine C1(=CCCC1)C=1C(=NC=C(N1)C#C)C